2-allyl-3-bromo-phenol C(C=C)C1=C(C=CC=C1Br)O